tert-butyl-5-(4-chlorophenyl)-4-methyl-2-(pyrrolidin-2-yl)-1H-imidazole C(C)(C)(C)N1C(=NC(=C1C1=CC=C(C=C1)Cl)C)C1NCCC1